O=C(CNS(=O)(=O)C=1C=NOC1)C1=CC=C(C=C1)C1=NOC(=N1)C(F)(F)F N-(2-oxo-2-(4-(5-(trifluoromethyl)-1,2,4-oxadiazol-3-yl)phenyl)ethyl)isoxazole-4-sulfonamide